methyl 3-fluoro-5-(1-isopropyl-1H-1,2,3-triazol-5-yl)benzoate FC=1C=C(C(=O)OC)C=C(C1)C1=CN=NN1C(C)C